7-(4-((1R,2S)-6-hydroxy-2-phenyl-1,2,3,4-tetrahydronaphthalen-1-yl)phenyl)-7-azaspiro[3.5]nonane-2-carbaldehyde OC=1C=C2CC[C@@H]([C@@H](C2=CC1)C1=CC=C(C=C1)N1CCC2(CC(C2)C=O)CC1)C1=CC=CC=C1